C1(=CC=CC=C1)O.[Si].[Si].[Si] trisilicon phenol